C(N)(=O)[C@@H]1C[C@@]2(CN1C(=O)OC(C)(C)C)C(NC1=CC=C(C=C12)F)=O t-butyl (3R,5'S)-5'-carbamoyl-5-fluoro-2-oxospiro[indole-3,3'-pyrrolidine]-1'-carboxylate